6'-chloro-spiro[cyclobutane-1,3'-[3H]indol]-2'(1'H)-one ClC1=CC=C2C3(C(NC2=C1)=O)CCC3